CC1=C(C=2N(C=C1C1=C(C3=C(N1)SC(=C3C)C3CC1(C3)CNCC1)C(C)C)N=CN2)C 5-(7,8-dimethyl-[1,2,4]triazolo[1,5-a]pyridin-6-yl)-4-isopropyl-3-methyl-2-(6-azaspiro[3.4]octan-2-yl)-6H-thieno[2,3-b]pyrrole